2-morpholinoethan-1-one O1CCN(CC1)CC=O